ClC=1C=C(C=2N(C1)C=C(N2)C(=O)NCC(O)NC(OC(C)(C)C)=O)C2=C(C=CC=C2)OCC(F)(F)F tert-butyl (2-(6-chloro-8-(2-(2,2,2-trifluoroethoxy)phenyl)imidazo[1,2-a]pyridine-2-carboxamido)-1-hydroxyethyl)carbamate